FC(C1=NC2=CC=CC=C2C(=C1)NC1CCC(CC1)NC(=O)C1=NC=CC2=CC=CC=C12)(F)F N-[(1s,4s)-4-{[2-(trifluoromethyl)quinolin-4-yl]amino}cyclohexyl]isoquinoline-1-carboxamide